C(=O)(OC(C)(C)C)NC1=NC=CC(=C1)Br 2-(Boc-amino)-4-bromopyridine